COC1=CC=C2CCN(C2=C1)C(=O)C1=CN(C2=C1C(N(C=C2C)C)=O)C 3-((6-methoxy-2,3-dihydro-1H-indol-1-yl)carbonyl)-1,5,7-trimethyl-1,5-dihydro-4H-pyrrolo[3,2-c]pyridin-4-one